FC1=C(C=CC(=C1)F)N1N=CC(=C1)CN1C=C(C2=C1N=CN=C2N=CN(C)C)C=2C=NC(=NC2)C(F)(F)F N'-(7-((1-(2,4-difluorophenyl)-1H-pyrazol-4-yl)methyl)-5-(2-(trifluoromethyl)pyrimidin-5-yl)-7H-pyrrolo[2,3-d]pyrimidin-4-yl)-N,N-dimethylformimidamide